N-(tert-butyl)-9-isopropyl-7,10-dioxo-6-(4-(trifluoromethyl)benzyl)-2,6,9-triazaspiro[4.5]-decane-2-carboxamide C(C)(C)(C)NC(=O)N1CC2(CC1)N(C(CN(C2=O)C(C)C)=O)CC2=CC=C(C=C2)C(F)(F)F